CC1=NOC=C1 methyl-isoxazol